2-((5R)-5-(2,3-dichloro-6-hydroxyphenyl)pyrrolidin-3-yl)-N-(2-hydroxyethyl)acetamide ClC1=C(C(=CC=C1Cl)O)[C@H]1CC(CN1)CC(=O)NCCO